C1(=CC=CC=C1)C1=CNC2=CC=CC=C12 3-phenyl-1H-indole